C(C1=CC=CC=C1)OC=1C=CC2=C(C(=C(O2)C)C(=O)NCCC)C1 5-(benzyloxy)-2-methyl-N-propylbenzofuran-3-carboxamide